t-butyl 5-bromonaphthalene-1-carboxylate BrC1=C2C=CC=C(C2=CC=C1)C(=O)OC(C)(C)C